C(C1CO1)OCCC[Si](OCC)(OCC)OCC 3-Glycidyloxypropyl-triethoxysilan